C(CCC)(=O)[O-].C(CCC)N1C=[N+](C=C1)C 1-butyl-3-methylimidazolium butyrate